CC=1C=C(C=CC1C)C=1N=C2N(C(C1)=O)C=C(C=C2)N2C[C@@H](NCC2)C 2-(3,4-dimethylphenyl)-7-[(3S)-3-methylpiperazin-1-yl]-4H-pyrido[1,2-a]pyrimidin-4-one